2-(5-oxo-1-phenyl-pyrrolidine-2-yl)acetonitrile O=C1CCC(N1C1=CC=CC=C1)CC#N